(2-chloro-5-fluoro-pyrimidin-4-yl)-methylaniline ClC1=NC=C(C(=N1)N(C1=CC=CC=C1)C)F